N1=CNC2=C1C=CC=C2 BENZOIMIDAZOL